C(C)(C)(C)C1=CC=C(C=C1)C1=CC=C(C(=N1)C)C(=O)OCC ethyl 6-(4-tert-butylphenyl)-2-methyl-pyridine-3-carboxylate